4-(4-chlorophenyl)-2-(2-methyl-2H-indazol-5-yl)pyrido[3,2-c]pyridazine-3,6(2H,5H)-dione ClC1=CC=C(C=C1)C1=C2C(=NN(C1=O)C1=CC3=CN(N=C3C=C1)C)C=CC(N2)=O